COC(=O)[C@@H]1C[C@H](C1)N1N=CC(=C1)N1N=CC2=CC(=C(C=C12)N1CCN(CC1)C1(COC1)C)Cl.C(CCC)OC(N(C)C)N(C)C butoxybis(dimethylamino)methane trans-methyl-3-(4-(5-chloro-6-(4-(3-methyloxetan-3-yl)piperazin-1-yl)-1H-indazol-1-yl)-1H-pyrazol-1-yl)cyclobutane-1-carboxylate